N1N=CC2=CC=CC(=C12)C=NO 1H-indazole-7-carbaldehyde oxime